3-(1-((3-(5-ethyl-4-oxo-7-propyl-4,5-dihydro-3H-pyrrolo[3,2-d]pyrimidin-2-yl)-4-propoxyphenyl)sulfonyl)piperidin-4-yl)propyl nitrate [N+](=O)(OCCCC1CCN(CC1)S(=O)(=O)C1=CC(=C(C=C1)OCCC)C=1NC(C2=C(N1)C(=CN2CC)CCC)=O)[O-]